(S)-(4-(7-fluorobenzo[d]oxazol-2-yl)-6,7-dihydro-1H-imidazo[4,5-c]pyridin-5(4H)-yl)(6-methylpyrazolo[1,5-a]pyridin-3-yl)methanone FC1=CC=CC=2N=C(OC21)[C@H]2N(CCC1=C2N=CN1)C(=O)C=1C=NN2C1C=CC(=C2)C